C(C)(C)NC1=NC=2C=C(C(=CC2C2=C1CCC2)OC)OCC(CN2CCCC2)C N-isopropyl-8-methoxy-7-(2-methyl-3-(pyrrolidin-1-yl)propoxy)-2,3-dihydro-1H-cyclopenta[c]quinolin-4-amine